ClC=1C=NN(C1)C(COC)C 4-chloro-1-(1-methoxypropan-2-yl)-1H-pyrazole